N1,N1,N2,N2-tetramethylethane-1,2-diaminium C[NH+](CC[NH+](C)C)C